(3-phenylcyclobutyl)ethane-1,2-diamine bis(2,2,2-trifluoroacetate) FC(C(=O)O)(F)F.FC(C(=O)O)(F)F.C1(=CC=CC=C1)C1CC(C1)C(CN)N